C(C1=CC=CC=C1)OC(=O)N1CC(C1)N1N=C2CN([C@@H](CC2=C1)C)C(=O)OC(C)(C)C tert-butyl (5R)-2-(1-benzyloxycarbonylazetidin-3-yl)-5-methyl-5,7-dihydro-4H-pyrazolo[3,4-c]pyridine-6-carboxylate